ammonium o-toluenesulfinate salt CC=1C(=CC=CC1)S(=O)[O-].[NH4+]